OCCN1CCN(CC1)C 1-(2-hydroxylethyl)-4-methyl-piperazine